tert-butyl (R)-cyclopropyl(1-(5-((2-methyl-6-((tetrahydro-2H-pyran-4-yl)methoxy)-2H-indazol-5-yl)carbamoyl)pyrazin-2-yl)pyrrolidin-3-yl)carbamate C1(CC1)N(C(OC(C)(C)C)=O)[C@H]1CN(CC1)C1=NC=C(N=C1)C(NC1=CC2=CN(N=C2C=C1OCC1CCOCC1)C)=O